C(C)(C)[C@H]1[C@@H](C1)C=1C=C(N=NC1C)C=1C(=NC(=NC1)OC)OC Trans-5-[5-[2-isopropylcyclopropyl]-6-methyl-pyridazin-3-yl]-2,4-dimethoxy-pyrimidine